ClC=1C=CC2=C(CC3(CC=4N2C(=NN4)C4CCC(CC4)(C)OCC)OCCO3)C1 8'-chloro-1'-(trans-4-ethoxy-4-methylcyclohexyl)-4'H,6'H-spiro[1,3-dioxolane-2,5-[1,2,4]triazolo[4,3-a][1]benzazepine]